FC(OC1=CC=C(ON2CCCCC2)C=C1)(F)F [4-(trifluoromethoxy)phenoxy]piperidine